1-(4-(piperazin-1-yl)-3-trifluoromethylphenyl)-8-(thiazol-3-yl)-imidazo[1,5-a]quinoxalin-4(5H)-one N1(CCNCC1)C1=C(C=C(C=C1)C1=NC=C2N1C1=CC(=CC=C1NC2=O)N2CSC=C2)C(F)(F)F